O=C1NC(CCC1NC1=CC(=C(C=C1)N1CCC(CC1)CC(=O)OC(C)(C)C)C(F)(F)F)=O tert-butyl 2-[1-[4-[(2,6-dioxo-3-piperidyl)amino]-2-(trifluoromethyl)phenyl]-4-piperidyl]acetate